(E)-3-((2R,3S)-3-amino-2-methyl-4-oxo-2,3,4,5-tetrahydro-1H-pyrido[2,3-b][1,4]diazepin-8-yl)-N-((7-amino-2-methylbenzofuran-3-yl)methyl)-N-methylacrylamide N[C@H]1[C@H](NC2=C(NC1=O)N=CC(=C2)/C=C/C(=O)N(C)CC2=C(OC1=C2C=CC=C1N)C)C